N-(3-(4-(4-(cyclopropylsulfonyl)piperazin-1-yl)piperidin-1-yl)propyl)-5-(4-((diethylamino)methyl)phenyl)thieno[3,2-b]pyridin-7-amine C1(CC1)S(=O)(=O)N1CCN(CC1)C1CCN(CC1)CCCNC1=C2C(=NC(=C1)C1=CC=C(C=C1)CN(CC)CC)C=CS2